1-(2,3-dimethoxypropyl)piperidine COC(CN1CCCCC1)COC